C1(=CC=CC=C1)C1=CC=CC(=N1)C1=NC=CC=C1 6-phenyl-2,2-bipyridine